CC(COC1=C(C=CC=C1)C)C 2-methylphenyl 2-methyl-propyl ether